3,5-dibromo-1-trimethylsilylbenzene BrC=1C=C(C=C(C1)Br)[Si](C)(C)C